CC(CNC(OC(C)(C)C)=O)(C)C1=CC(=CC=C1)C(NCC(NC=1SC=C(N1)C1=CC(=CC=C1)B1OC(C(O1)(C)C)(C)C)=O)=O tert-butyl N-[2-methyl-2-[3-[[2-oxo-2-[[4-[3-(4,4,5,5-tetramethyl-1,3,2-dioxaborolan-2-yl)phenyl]thiazol-2-yl]amino]ethyl]carbamoyl]phenyl]propyl]carbamate